C(C)(C)(C)OC(NC(C=C)CCCO)=O (6-hydroxyhex-1-en-3-yl)carbamic acid tert-butyl ester